C(C)(=O)N1CC(C1)OC=1C=CC(=NC1)NC([C@H](C=1C=NN(C1)C)NC[C@@H](C)C1=CC=C(C=C1)C#N)=O |&1:16| (S,S)- and (R,S)-N-(5-((1-acetylazetidin-3-yl)oxy)pyridin-2-yl)-2-((2-(4-cyanophenyl)-propyl)amino)-2-(1-methyl-1H-pyrazol-4-yl)acetamide